1-(3-bromo-5-nitrophenyl)-4-methylpiperazine BrC=1C=C(C=C(C1)[N+](=O)[O-])N1CCN(CC1)C